1-(2-fluorophenyl)-3-(1-isopropyl-5-oxopyrrolidine-3-yl)urea FC1=C(C=CC=C1)NC(=O)NC1CN(C(C1)=O)C(C)C